quinolactone C1[C@H](C([C@@H](CC12C(=O)O2)O)O)O